NC1=NC=CC=C1C1=NC=2C(=NC(=CC2)C=2SC=NN2)N1C=1C=C2CC[C@@H](C2=CC1)NC(C)=O N-[(1S)-5-[2-(2-aminopyridin-3-yl)-5-(1,3,4-thiadiazol-2-yl)imidazo[4,5-b]pyridin-3-yl]-2,3-dihydro-1H-inden-1-yl]acetamide